BrC=1C=C(C=CC1)S(=O)[O-].[Na+] sodium m-bromophenyl-sulfinate